water potassium manganese [Mn].[K].O